(1-(4-cyclopropyl-5-(5-ethoxy-4H-1,2,4-triazol-3-yl)-2-ethylbenzoyl)-4-fluoropiperidin-4-yl)benzonitrile C1(CC1)C1=CC(=C(C(=O)N2CCC(CC2)(F)C2=C(C#N)C=CC=C2)C=C1C1=NN=C(N1)OCC)CC